1-(2-fluoro-5-hydroxyphenyl)ethan-1-one FC1=C(C=C(C=C1)O)C(C)=O